C(CCCCCCCCCCCCC)(=O)OC(C)(CO)O 2,3-dihydroxypropan-2-yl myristate